CC1=C(C(=NC=C1CO)C)O.Cl deoxypyridoxine hydrochloride